tert-Butyl 4-(3-formamidophenyl)piperazine-1-carboxylate C(=O)NC=1C=C(C=CC1)N1CCN(CC1)C(=O)OC(C)(C)C